3-((4-ethoxyphenyl)sulfonamido)-N-(1-methyl-1H-pyrazol-3-yl)benzamide C(C)OC1=CC=C(C=C1)S(=O)(=O)NC=1C=C(C(=O)NC2=NN(C=C2)C)C=CC1